C(C=C)(=O)OCCCC[SiH2]C(Br)Br acryloxybutyldibromomethylsilane